FC=1C=C2C(N[C@@]3(C(N(CC3)C)=O)C2=C(C1)OC)=O |r| rac-5-fluoro-7-methoxy-1'-methylspiro[isoindoline-1,3'-pyrrolidine]-2',3-dione